5-(4-chloromethyl-phenyl)-1,3-dimethyl-1H-pyridin-2-one ClCC1=CC=C(C=C1)C=1C=C(C(N(C1)C)=O)C